6-(tert-Butyl)-N2-(1H-indazol-5-yl)pyridine-2,3-diamine C(C)(C)(C)C1=CC=C(C(=N1)NC=1C=C2C=NNC2=CC1)N